4-methyl-N-(4-((4-(5-phenyl-4,5-dihydro-1H-pyrazol-1-yl)thieno[3,2-d]pyrimidin-2-yl)amino)phenyl)piperazine-1-carboxamide CN1CCN(CC1)C(=O)NC1=CC=C(C=C1)NC=1N=C(C2=C(N1)C=CS2)N2N=CCC2C2=CC=CC=C2